2,5-Dimethyl-2,5-di-(tert-butyl-peroxy)-hexyn CC(C)(C#CC(C)(OOC(C)(C)C)C)OOC(C)(C)C